BrC1=C(C(C(=O)O)=CC(=C1)Cl)O 3-bromo-5-chlorosalicylic acid